Dichloro[1,1'-bis(diphenyl-phosphino)ferrocene] palladium (II) [Pd+2].ClC1=C([C-](C=C1)P(C1=CC=CC=C1)C1=CC=CC=C1)Cl.[C-]1(C=CC=C1)P(C1=CC=CC=C1)C1=CC=CC=C1.[Fe+2]